N1N=CC2=CC(=CC=C12)C=1C=C(C(=O)NC2=CC(=C(C=C2)CN2CCN(CC2)C)C(F)(F)F)C=CC1C 3-(1H-indazol-5-yl)-4-methyl-N-(4-((4-methylpiperazin-1-yl)methyl)-3-(trifluoromethyl)phenyl)benzamide